6-methoxy-2,3-dihydro-1H-indene-5-sulfonamide COC1=C(C=C2CCCC2=C1)S(=O)(=O)N